benzyl 4-sulfamoylpiperidine-1-carboxylate S(N)(=O)(=O)C1CCN(CC1)C(=O)OCC1=CC=CC=C1